(2S,3R)-3-hydroxy-2-(4-((4-(1-methyl-1H-pyrazol-5-yl)phenyl)ethynyl)benzoylamino)butyric acid O[C@@H]([C@@H](C(=O)O)NC(C1=CC=C(C=C1)C#CC1=CC=C(C=C1)C1=CC=NN1C)=O)C